C1(=C(C(=CC(=C1)C)C)C1C2=C(C=CC=C2N(C=2C=CC=C(C12)OC)C)OC)C 9-mesityl-1,8-dimethoxy-10-methylacridine